CNC=1C=C2OC3=CCC=CC3=CC2=CC1 6-(methylamino)-3H-xanthen